4-(3-carboxyphenoxy)adamantane C(=O)(O)C=1C=C(OC2C3CC4CC(CC2C4)C3)C=CC1